9-(2-amino-6-((3-methyltetrahydrofuran-3-yl)oxy)pyrimidin-4-yl)-1-(3,4-difluorophenyl)-1,9-diazaspiro[5.5]undecan-2-one NC1=NC(=CC(=N1)N1CCC2(CCCC(N2C2=CC(=C(C=C2)F)F)=O)CC1)OC1(COCC1)C